1-(2,2,6-Trimethylcyclohexyl)hexan-3-ol CC1(C(C(CCC1)C)CCC(CCC)O)C